1-[1-[4-(1-amino-1-methyl-ethyl)phenyl]pyrazol-3-yl]-3-[(4S)-8-chlorochroman-4-yl]urea NC(C)(C)C1=CC=C(C=C1)N1N=C(C=C1)NC(=O)N[C@H]1CCOC2=C(C=CC=C12)Cl